C(C(C)C)P(C1=C(SC(=C1P(CC(C)C)CC(C)C)C1=CC=C(C=C1)C)C1=CC=C(C=C1)C)CC(C)C 3,4-bis(diisobutylphosphino)-2,5-di-p-tolylthiophene